NC(=NCCC[C@H](N)C(=O)N[C@@H](CCCCN)C(=O)N[C@@H](CC(O)=O)C(=O)N[C@@H](C(C)C)C(=O)N[C@@H](CC1=CC=C(C=C1)O)C(=O)O)N N~5~-(diaminomethylidene)ornithyllysyl-alpha-aspartylvalyltyrosine